5-cyano-1H-pyrrolo[2,3-b]pyridine 7-oxide C(#N)C=1C=C2C(=[N+](C1)[O-])NC=C2